N-(3-carbamoyl-1-chloro-2-naphthyl)-2-(3-chloro-2-pyridinyl)-5-(difluoromethyl)pyrazole-3-carboxamide C(N)(=O)C=1C(=C(C2=CC=CC=C2C1)Cl)NC(=O)C=1N(N=C(C1)C(F)F)C1=NC=CC=C1Cl